(S)-4-hydroxybenzyloxazolidine-2,5-dione OC1=CC=C(CN2C(OC(C2)=O)=O)C=C1